ClOC(C)(C)C tert-Butyl hypochlorite